4-[[3-(2,3-difluoro-4-methoxy-phenyl)imidazo[1,2-a]pyrazin-8-yl]amino]-2-ethyl-N-[[1-(2-pyrrolidin-2-ylethyl)-4-piperidyl]methyl]benzamide FC1=C(C=CC(=C1F)OC)C1=CN=C2N1C=CN=C2NC2=CC(=C(C(=O)NCC1CCN(CC1)CCC1NCCC1)C=C2)CC